N-[1-[[2-chloro-5-(1-isopropyl-6-oxo-3-pyridyl)phenyl]methyl]-2-[3-chloro-4-(2-methylpyrazol-3-yl)anilino]-2-oxo-ethyl]-3-methyl-isoxazole-4-carboxamide ClC1=C(C=C(C=C1)C1=CN(C(C=C1)=O)C(C)C)CC(C(=O)NC1=CC(=C(C=C1)C=1N(N=CC1)C)Cl)NC(=O)C=1C(=NOC1)C